[Ni].NC=1C2=C(C3=C(C(=C(N3N)C=C3C=CC(C=C4C=CC(=CC(C1)=N2)N4)=N3)C3=CC=CC=C3)N)N tetra-aminophenylporphyrin nickel